FC=1C=CC2=C(NC(=NS2(=O)=O)NCC2=CC=C(C=C2)S(=O)(=O)C)C1[C@@H](C)C1=C(C=CC=C1)F (S)-6-fluoro-5-(1-(2-fluorophenyl)ethyl)-3-((4-(methylsulfonyl)benzyl)amino)-4H-benzo[e][1,2,4]thiadiazine 1,1-dioxide